((2,4-dioxo-1,3-diazaspiro[4.4]nonane-6-yl)methyl)-4-(thiophene-2-yl)benzenesulfonamide O=C1NC2(C(N1)=O)C(CCC2)CC2=C(C=CC(=C2)C=2SC=CC2)S(=O)(=O)N